CC1=CC(=NC=2N=C(N=C(C21)NC)N[C@H]2CN(CC[C@H]2OC)C(=O)OC(C)(C)C)C tert-butyl (3S,4R)-3-((5,7-dimethyl-4-(methylamino)pyrido[2,3-d]pyrimidin-2-yl)amino)-4-methoxypiperidine-1-carboxylate